ClC\C(=C/C1=C(C=CC=C1)Cl)\C1=CC=C(C=C1)Cl Z-3-chloro-2-(4-chlorophenyl)-1-(2-chlorophenyl)-propylene